2-bromo-5-(6-fluorobenzo[d]oxazol-2-yl)isonicotinic acid methyl ester COC(C1=CC(=NC=C1C=1OC2=C(N1)C=CC(=C2)F)Br)=O